(S)-2-(((6-(4,5-difluorobenzo[d]thiazol-7-yl)-2-(1-(trifluoromethyl)cyclopropane-1-carbonyl)-2,6-diazaspiro[3.4]octan-8-yl)methoxy)methyl)-6-(4-(trifluoromethyl)cyclohexyl)benzoic acid FC1=C(C=C(C2=C1N=CS2)N2CC1(CN(C1)C(=O)C1(CC1)C(F)(F)F)[C@@H](C2)COCC2=C(C(=O)O)C(=CC=C2)C2CCC(CC2)C(F)(F)F)F